NC1=C(C(=O)OC)C=CC(=C1F)B1OC(C(O1)(C)C)(C)C methyl 2-amino-3-fluoro-4-(4,4,5,5-tetramethyl-1,3,2-dioxaborolan-2-yl)benzoate